2-ethoxy-3-hydroxybenzamide C(C)OC1=C(C(=O)N)C=CC=C1O